(4-methyl-phenylamino)-acetic acid isopropyl ester C(C)(C)OC(CNC1=CC=C(C=C1)C)=O